tert-butyl (4S)-4-amino-4-carbamoylbutanoate N[C@@H](CCC(=O)OC(C)(C)C)C(N)=O